3-((1r,4r)-4-aminocyclohexyl)-N-(6-(2,6-dimethylmorpholino)-2-methylpyridin-3-yl)propanamide NC1CCC(CC1)CCC(=O)NC=1C(=NC(=CC1)N1CC(OC(C1)C)C)C